[Te]=S tellurosulfide